N-(6-imidazol-1-ylhexyl)benzamide N1(C=NC=C1)CCCCCCNC(C1=CC=CC=C1)=O